(6S)-1-(4-(benzyloxy)benzoyl)-6-methyl-8-(2-methylbutyl)hexahydro-4H-pyrazino[1,2-a]pyrimidine-4,7(6H)-dione C(C1=CC=CC=C1)OC1=CC=C(C(=O)N2C3N(C(CC2)=O)[C@H](C(N(C3)CC(CC)C)=O)C)C=C1